3-amino-6-[2-(2-carbamoyl-2-methylideneethyl)-3-oxo-1H,2H,3H-benzo[e]isoindol-8-yl]-N-methylpyridine-2-carboxamide NC=1C(=NC(=CC1)C=1C=CC2=C(C=3CN(C(C3C=C2)=O)CC(=C)C(N)=O)C1)C(=O)NC